Methyl (S,E)-4-(4-(6-chloro-7-(2-fluorophenyl)-1-(2-isopropyl-4-methylpyridin-3-yl)-2-oxo-1,2-dihydropyrido[2,3-d]pyrimidin-4-yl)-3-methylpiperazin-1-yl)-4-oxobut-2-enoate ClC1=CC2=C(N(C(N=C2N2[C@H](CN(CC2)C(/C=C/C(=O)OC)=O)C)=O)C=2C(=NC=CC2C)C(C)C)N=C1C1=C(C=CC=C1)F